((2-methoxy-5-methylpyridin-3-yl)sulfonyl)-8-azaspiro[4.5]decan-2-one COC1=NC=C(C=C1S(=O)(=O)C1C(CCC12CCNCC2)=O)C